4-(3-Cyano-8-(2,3-diamino-6-methylphenoxy)-2-(2-methyl-1,2,3,4-tetrahydroisoquinolin-5-yl)quinolin-4-yl)piperazine-1-carboxylic acid tert-butyl ester C(C)(C)(C)OC(=O)N1CCN(CC1)C1=C(C(=NC2=C(C=CC=C12)OC1=C(C(=CC=C1C)N)N)C1=C2CCN(CC2=CC=C1)C)C#N